(S)-10-((5-Chloro-2-((S)-3-(hydroxymethyl)piperidin-1-yl)pyrimidin-4-yl)amino)-2-cyclopropyl-3,3-difluoro-7-methyl-1,2,3,4-tetrahydro-[1,4]oxazepino[2,3-c]chinolin-6(7H)-on ClC=1C(=NC(=NC1)N1C[C@H](CCC1)CO)NC1=CC=2C3=C(C(N(C2C=C1)C)=O)OCC([C@@H](N3)C3CC3)(F)F